O=C1N(C(C=C1)=O)CCC(=O)ON1C(CCC1=O)=O 2,5-dioxopyrrolidin-1-yl 3-(2,5-dioxopyrrol-1-yl)propanoate